C(C)C1=C(C2=CC=CC=C2C=C1)N1C(C=CC1=O)=O 1-(2-ethylnaphthalen-1-yl)-1H-pyrrole-2,5-dione